2-((2-(dimethylamino)ethyl)thio)succinate CN(CCSC(C(=O)[O-])CC(=O)[O-])C